(4,7-Dioxaspiro[2.5]oct-5-yl)methanol C1CC12OC(COC2)CO